FC=1C(=NC=CC1)C(C)(O)C=1C=C2C(=CC=NC2=CC1)C(=O)[O-] 6-(1-(3-fluoropyridin-2-yl)-1-hydroxy ethyl)quinoline-4-carboxylate